trans-4-((4-(4,4,5,5-tetramethyl-1,3,2-dioxaborolan-2-yl)-1H-pyrazol-1-yl)methyl)cyclohexane-1-carbaldehyde CC1(OB(OC1(C)C)C=1C=NN(C1)C[C@@H]1CC[C@H](CC1)C=O)C